C(C)(C)(C)C1=C(C(=NC=2CN(CCC12)C(=O)OC(C)C=1C=NC(=CC1)C(F)F)O)C(F)(F)F (6-(difluoromethyl)pyridin-3-yl)ethan-1-ol tert-butyl-2-hydroxy-3-(trifluoromethyl)-6,8-dihydro-5H-1,7-naphthyridine-7-carboxylate